C(C)C=1SC(=CN1)[S@](=O)(N)=NC(NC1=C2C(=NC3=C1CCC3)[C@@H](CC2)C)=O (S)-2-ethyl-N'-(((R)-3-methyl-1,2,3,5,6,7-hexahydrodicyclopenta[b,e]pyridin-8-yl)carbamoyl)thiazole-5-sulfonimidamide